COC1=CC=C(C=C1)C(OC[C@@]1(O[C@H](COC1)N1C(NC(C(=C1)C)=O)=O)COP(CC(C#N)=O)N(C(C)C)C(C)C)(C1=CC=CC=C1)C1=CC=C(C=C1)OC 3-[[(2R,6R)-2-[[bis(4-methoxyphenyl)-phenyl-methoxy]methyl]-6-(5-methyl-2,4-dioxo-pyrimidin-1-yl)-1,4-dioxan-2-yl]methoxy-(diisopropylamino)phosphanyl]oxopropanenitrile